C(CCCCCCCCCCCC)=O tridecanal